N=1N=C(N2C1C=CC=C2)[C@@H]2C[C@@H](CCC2)NC2=NC=C(C(=N2)NC21CC(C2)(C1)O)C(F)(F)F 3-[[2-[[(1R,3S)-3-([1,2,4]triazolo[4,3-a]pyridin-3-yl)cyclohexyl]amino]-5-(trifluoromethyl)pyrimidin-4-yl]amino]bicyclo[1.1.1]pentan-1-ol